(2-sulfamoylpyridin-4-yl)-5-(trifluoromethyl)-2-[(2S)-2-(trifluoromethyl)pyrrolidin-1-yl]pyridine-3-carboxamide S(N)(=O)(=O)C1=NC=CC(=C1)C1=C(C(=NC=C1C(F)(F)F)N1[C@@H](CCC1)C(F)(F)F)C(=O)N